C(C)(C)(C)OC(=O)N1CCN(C2=CC=CC(=C12)C)C1=CC2=C(N=C(N=C2)SC)N(C1=O)C1COC1 8-methyl-4-[2-methylsulfanyl-8-(oxetan-3-yl)-7-oxo-pyrido[2,3-d]pyrimidin-6-yl]-2,3-dihydroquinoxaline-1-carboxylic acid tert-butyl ester